[C@H]12N(CCC[C@@H]2C1)CC1=CC2=C(C(N(C=C2C(F)(F)F)C2=CC(=CC=C2)C2(CCC2)C2=NN=CN2C)=O)N1 2-(((1S,6R)-2-azabicyclo[4.1.0]hept-2-yl)methyl)-6-(3-(1-(4-methyl-4H-1,2,4-triazol-3-yl)cyclobutyl)phenyl)-4-(trifluoromethyl)-1,6-dihydro-7H-pyrrolo[2,3-c]pyridin-7-one